7-(trifluoromethyl)-4-(2-(trifluoromethyl)pyrimidin-5-yl)quinoline-3-carbaldehyde FC(C1=CC=C2C(=C(C=NC2=C1)C=O)C=1C=NC(=NC1)C(F)(F)F)(F)F